6-(3-cyclopropylphenoxy)-N-[2-(2,4-dichlorophenyl)-2-fluoro-ethyl]-2,2-dimethyl-3H-furo[3,2-b]pyridine C1(CC1)C=1C=C(OC=2C=C3C(N(C2)CC(F)C2=C(C=C(C=C2)Cl)Cl)CC(O3)(C)C)C=CC1